COC1=C(C=CC(=C1)S(=O)(=O)C)NCC#CC=1C=C(C2=C(N(C=N2)CC(F)(F)F)C1)C(=O)N[C@H]1[C@@H](CN(CC1)C)C(F)(F)F 6-(3-((2-methoxy-4-(methylsulfonyl)phenyl)amino)prop-1-yn-1-yl)-N-((3R,4R)-1-methyl-3-(trifluoromethyl)piperidin-4-yl)-1-(2,2,2-trifluoroethyl)-1H-benzo[d]imidazole-4-carboxamide